5-(3-fluoro-4-methoxyphenyl)-1-(4-fluorophenyl)-3-trifluoromethyl-1H-pyrazole-4-carbonitrile FC=1C=C(C=CC1OC)C1=C(C(=NN1C1=CC=C(C=C1)F)C(F)(F)F)C#N